I[Se]C1=C(C=CC=C1)N=C=O 2-iodoselenophenyl isocyanate